benzyl (S)-7-(4-fluorobenzyl)-2-methyl-6-(morpholinomethyl)-2,3-dihydro-1H-pyrido[2,3-b][1,4]oxazine-1-carboxylate FC1=CC=C(CC2=CC3=C(OC[C@@H](N3C(=O)OCC3=CC=CC=C3)C)N=C2CN2CCOCC2)C=C1